1-ethyl-3-(2-(trifluoromethyl)pyridin-4-yl)-1,3,8-triazaspiro[4.5]decane-2,4-dione hydrochloride Cl.C(C)N1C(N(C(C12CCNCC2)=O)C2=CC(=NC=C2)C(F)(F)F)=O